C1(=CC=CC=2C(=CC=CC12)C=O)C=O 1,5-naphthalenedialdehyde